N-((2S,3R)-3-amino-2,3-bis(4-chlorophenyl)butan-2-yl)-4-(tert-butyl)-2-ethoxybenzamide N[C@]([C@](C)(C1=CC=C(C=C1)Cl)NC(C1=C(C=C(C=C1)C(C)(C)C)OCC)=O)(C)C1=CC=C(C=C1)Cl